C(#N)C=1C(=C2C(=NC1N)NCC2)N 5-cyano-4,6-diamino-2,3-dihydro-1H-pyrrolo[2,3-b]pyridine